BrC=1C=C(C=2N(C1)N=C(N2)N)C=2SC(=NN2)CC 6-bromo-8-(5-ethyl-1,3,4-thiadiazol-2-yl)[1,2,4]triazolo[1,5-a]pyridin-2-amine